5-([1,1'-Biphenyl]-2-yl-4-dibenzofuranylamino)-2-[4-([1,1'-biphenyl]-2-yl-4-dibenzofuranylamino)-1-naphthalenyl]phenol C1(=C(C=CC=C1)N(C=1C=CC(=C(C1)O)C1=CC=C(C2=CC=CC=C12)N(C1=CC=CC2=C1OC1=C2C=CC=C1)C1=C(C=CC=C1)C1=CC=CC=C1)C1=CC=CC2=C1OC1=C2C=CC=C1)C1=CC=CC=C1